tert-butyl 4-((tert-butoxycarbonyl)(8-isopropyl-2-(methylsulfonyl)pyrazolo[1,5-a][1,3,5]triazine-4-yl)amino)piperidine-1-carboxylate C(C)(C)(C)OC(=O)N(C1CCN(CC1)C(=O)OC(C)(C)C)C1=NC(=NC=2N1N=CC2C(C)C)S(=O)(=O)C